FC=1C=CC(=C(CNC=2C=C3C(=NNC3=CC2)C(=O)N2CC(CC2)O)C1)OC (5-((5-Fluoro-2-methoxybenzyl)amino)-1H-indazol-3-yl)(3-hydroxypyrrolidin-1-yl)methanone